1-(4-fluoro-3-methylbenzyl)-5-hydroxy-N-methyl-2-oxo-2,3-dihydro-1H-benzo[b]azepine-4-carboxamide FC1=C(C=C(CN2C3=C(C(=C(CC2=O)C(=O)NC)O)C=CC=C3)C=C1)C